piperazine-1,2-dicarboxylic acid 1-((9H-fluoren-9-yl) methyl) ester 2-benzyl ester C(C1=CC=CC=C1)OC(=O)C1N(CCNC1)C(=O)OCC1C2=CC=CC=C2C=2C=CC=CC12